2,2'-azobis(2-methylpropylammonium) dihydrochloride Cl.Cl.N(=NC(C[NH3+])(C)C)C(C[NH3+])(C)C